6-((5-fluoropyridin-2-yl)amino)-N-methoxy-4-((2-(N-methyl-methanesulfonamido)phenyl)amino)nicotinamide FC=1C=CC(=NC1)NC1=NC=C(C(=O)NOC)C(=C1)NC1=C(C=CC=C1)N(S(=O)(=O)C)C